ClC=1N=CC2=C(N1)SC=N2 5-chloro-[1,3]thiazolo[5,4-d]pyrimidin